NC1CCN(CC1)C=1N(C(C(=C(N1)C1=CC(=C(C=C1)C#N)F)C1=CC=C(C=C1)OC)=O)CC(=O)O [2-(4-amino-piperidin-1-yl)-4-(4-cyano-3-fluoro-phenyl)-5-(4-methoxyphenyl)-6-oxo-6H-pyrimidin-1-yl]-acetic acid